6-(2-amino-6-fluoro-5-(2-methyl-1,2,3,4-tetrahydroisoquinolin-6-yl)pyridin-3-yl)-3,4-dihydroisoquinolin-1(2H)-one NC1=NC(=C(C=C1C=1C=C2CCNC(C2=CC1)=O)C=1C=C2CCN(CC2=CC1)C)F